C(C)C1CN(CC1CC)O 3,4-diethyl-1-hydroxypyrrolidine